2-(4-(2-Chloro-4-((3-(2,3-difluoro-4-methoxyphenyl)imidazo[1,2-a]pyrazin-8-yl)amino)benzoyl)piperazin-1-yl)-N,N,N-trimethyl-2-oxoethan-1-aminium iodide [I-].ClC1=C(C(=O)N2CCN(CC2)C(C[N+](C)(C)C)=O)C=CC(=C1)NC=1C=2N(C=CN1)C(=CN2)C2=C(C(=C(C=C2)OC)F)F